4-(methoxycarbonyl)bicyclo[2.2.2]octane-1-carboxylic acid COC(=O)C12CCC(CC1)(CC2)C(=O)O